N1=NC=CC2=CC(=CC=C12)C1=CNC=2N=C(N=C(C21)OC)NC2CCN(CC2)CC 1-(4-((5-(cinnolin-6-yl)-4-methoxy-7H-pyrrolo[2,3-d]pyrimidin-2-yl)amino)piperidin-1-yl)ethan